BrC=1C=C(C=CC1)C1OC2=C(C1)C=C(C(=C2)Cl)Cl 2-(m-bromophenyl)-5,6-dichloro-2,3-dihydro-1-benzofuran